4-(4-fluorophenyl)piperazin FC1=CC=C(C=C1)N1CCNCC1